(S)-N-(8,9-Difluoro-6-oxo-1,4,5,6-tetrahydro-2H-pyrano[3,4-c]isoquinolin-1-yl)-5-hydroxy-N-methyl-6-oxo-1,6-dihydropyridine-2-carboxamide FC=1C(=CC=2C3=C(NC(C2C1)=O)COC[C@H]3N(C(=O)C=3NC(C(=CC3)O)=O)C)F